1-(6-fluoro-1-(piperidin-4-yl)-1H-indol-4-yl)dihydropyrimidine-2,4(1H,3H)-dione FC1=CC(=C2C=CN(C2=C1)C1CCNCC1)N1C(NC(CC1)=O)=O